Tert-butyl (7-((4-benzoylphenyl)amino)-7-oxoheptyl)carbamate C(C1=CC=CC=C1)(=O)C1=CC=C(C=C1)NC(CCCCCCNC(OC(C)(C)C)=O)=O